O1CCCC2CC=CC=C12 3,5-dihydro-4H-chromen